(S)-4-(2-amino-3-isopropoxy-3-oxopropyl)-1,2-phenylene dibenzoate C(C1=CC=CC=C1)(=O)OC1=C(C=C(C=C1)C[C@@H](C(=O)OC(C)C)N)OC(C1=CC=CC=C1)=O